1,1,3,3-tetraethylguanidine C(C)N(C(=N)N(CC)CC)CC